C([O-])([O-])=O.[Bi+3].[Bi+]=O.C([O-])([O-])=O bismuth oxide bismuth carbonate